BrC1=C(C=CC=C1)C=1NC=NN1 5-(2-bromophenyl)-4H-1,2,4-triazole